ClC1=CN=C2N1N=C(C=C2NC2CN(CC2)C)C2=C(C=CC=C2F)F 3-chloro-6-(2,6-difluorophenyl)-N-(1-methylpyrrolidin-3-yl)imidazo[1,2-b]pyridazin-8-amine